ClC=1C=C(C=CC1)N(C(=O)C1CC1)CC=1SC=C(N1)C=1OC(=NN1)C(F)F N-(3-chlorophenyl)-N-[[4-[5-(difluoromethyl)-1,3,4-oxadiazol-2-yl]thiazol-2-yl]methyl]cyclopropanecarboxamide